2-methyl-5-[[4-[(3S)-3-(6-methyl-3-pyridyl)isoxazolidine-2-carbonyl]norbornan-1-yl]methyl]benzamide CC1=C(C(=O)N)C=C(C=C1)CC12CCC(CC1)(C2)C(=O)N2OCC[C@H]2C=2C=NC(=CC2)C